2-[[6-chloro-2-(6-chloropyrimidin-4-yl)pyrrolo[3,2-c]pyridin-1-yl]methoxy]ethyl-trimethyl-silane ClC1=CC2=C(C=N1)C=C(N2COCC[Si](C)(C)C)C2=NC=NC(=C2)Cl